CO[Si](OC)(OC)OC Tetrameth-oxysilan